9,9'-(4,6-bis(4,6-diphenyl-1,3,5-triazin-2-yl)-2-(3,6-diphenyl-9H-carbazol-9-yl)-1,3-phenylene)bis(9H-carbazole) C1(=CC=CC=C1)C1=NC(=NC(=N1)C1=CC=CC=C1)C1=C(C(=C(C(=C1)C1=NC(=NC(=N1)C1=CC=CC=C1)C1=CC=CC=C1)N1C2=CC=CC=C2C=2C=CC=CC12)N1C2=CC=C(C=C2C=2C=C(C=CC12)C1=CC=CC=C1)C1=CC=CC=C1)N1C2=CC=CC=C2C=2C=CC=CC12